CC(C)[C@@H](C)C=C[C@@H](C)[C@H]1CC[C@H]2C3=C[C@@H]([C@]4(C[C@H](CC[C@]4(C)C3=CC[C@]12C)O)O)O ergosta-7,9(11),22-triene-3b,5a,6a-triol